7-(trifluoromethyl)isochroman-4-one FC(C1=CC=C2C(COCC2=C1)=O)(F)F